ClC(C(F)(F)F)OC(F)F 2-chloro-2-(difluoromethoxy)-1,1,1-trifluoroethane